C(C)(C)OC1=CC(=NN1)NC1=NC(=CN=C1)OC1CCN(CC1)C N-(5-isopropoxy-1H-pyrazol-3-yl)-6-((1-methylpiperidin-4-yl)oxy)pyrazin-2-amine